N2-(3,5-Bis(trifluoromethyl)phenyl)-N6-(8-(6-fluoropyridin-3-yl)-1,2,3,4-tetrahydronaphthalen-2-yl)pyridine-2,6-dicarboxamide FC(C=1C=C(C=C(C1)C(F)(F)F)NC(=O)C1=NC(=CC=C1)C(=O)NC1CC2=C(C=CC=C2CC1)C=1C=NC(=CC1)F)(F)F